C(C(=C)C)(=O)OCC(CCC)C 2-methyl-pentyl methacrylate